C1(CCCCC1)NC(OC1=CC(=C(C=C1)OC)C=1C=NC=C(C1)C1=NC=NN1)=O 3-(5-(1H-1,2,4-triazol-5-yl)pyridin-3-yl)-4-methoxyphenyl cyclohexylcarbamate